3-(5-bromo-3-chloro-1H-indol-1-yl)-5-(2-fluoro-4-isopropoxyphenyl)-1,2,4-oxadiazole BrC=1C=C2C(=CN(C2=CC1)C1=NOC(=N1)C1=C(C=C(C=C1)OC(C)C)F)Cl